4-[[(2S)-2-[(1-methanesulfonylpyrrol-3-yl)formamido]-2-[(4-phenyl-1,3-thiazol-2-yl)carbamoyl]ethoxy]methyl]benzoic acid CS(=O)(=O)N1C=C(C=C1)C(=O)N[C@@H](COCC1=CC=C(C(=O)O)C=C1)C(NC=1SC=C(N1)C1=CC=CC=C1)=O